1-(4-fluorophenyl)ethan-1-amine FC1=CC=C(C=C1)C(C)N